methyl 2,5-dimethoxytetrahydrofuran-3-carboxylate COC1OC(CC1C(=O)OC)OC